C(C)(C)(C)OC(=O)N1CC2CCC(C1)N2C2=NC(=NC1=C(C(=C(C=C21)C(F)(F)F)Br)F)Cl 8-(7-bromo-2-chloro-8-fluoro-6-(trifluoromethyl)quinazolin-4-yl)-3,8-diazabicyclo[3.2.1]octane-3-carboxylic acid tert-butyl ester